4-((1H-pyrazol-4-yl)amino)-2-(((S)-2,3,4,5-tetrahydro-3-hydroxybenzo[b][1,4]oxazepin-7-yl)amino)pyrimidine-5-carboxamide N1N=CC(=C1)NC1=NC(=NC=C1C(=O)N)NC1=CC2=C(OC[C@H](CN2)O)C=C1